4-Amino-7-bromo-2-oxo-1-(quinolin-5-yl)-1,2-dihydroquinoline-3-carboxylic acid methyl ester COC(=O)C=1C(N(C2=CC(=CC=C2C1N)Br)C1=C2C=CC=NC2=CC=C1)=O